1,5-Di-n-butyl-4-hydroxy-3-isopropyl-pyrazole C(CCC)N1N=C(C(=C1CCCC)O)C(C)C